C(=C)C=1C(=C(C(=O)[O-])C=CC1)C(C)(C)C vinyl-tert-butylbenzoate